O=C1[C@@H](N(CO1)C(=O)OCC1C2=CC=CC=C2C=2C=CC=CC12)CCC1=CC=CC=C1 (9H-fluoren-9-yl)methyl (S)-5-oxo-4-phenethyloxazolidine-3-carboxylate